2-(2-Chlorophenyl)-N-{4-[2-(2-hydroxy-prop-2-yl)-1,3-thiazol-5-yl]-3-sulfamoylphenyl}acetamide ClC1=C(C=CC=C1)CC(=O)NC1=CC(=C(C=C1)C1=CN=C(S1)C(C)(C)O)S(N)(=O)=O